8-(1,1':4',1''-terphenyl-3-yl)-4-[3-(dibenzothiophen-4-yl)phenyl]-[1]benzofuro-[3,2-d]pyrimidine C1(=CC(=CC=C1)C=1C=CC2=C(C1)C=1N=CN=C(C1O2)C2=CC(=CC=C2)C2=CC=CC1=C2SC2=C1C=CC=C2)C2=CC=C(C=C2)C2=CC=CC=C2